6-[[2-(3-chloro-2-pyridyl)-5-(2,2,2-trifluoroethoxy)pyrazole-3-carbonyl]amino]-7-methyl-1,3-benzothiazole-5-carboxamide ClC=1C(=NC=CC1)N1N=C(C=C1C(=O)NC1=C(C2=C(N=CS2)C=C1C(=O)N)C)OCC(F)(F)F